(S)-3-(4-fluoro-2',4',5,6'-tetramethyl-[1,1'-biphenyl]-3-yl)-3-((S)-2-(3-(2-(3-fluoroazetidin-1-yl)ethyl)-5-methyl-6-oxopyridazin-1(6H)-yl)-4-methylpentanamido)propionic acid FC1=C(C=C(C=C1C)C1=C(C=C(C=C1C)C)C)[C@H](CC(=O)O)NC([C@H](CC(C)C)N1N=C(C=C(C1=O)C)CCN1CC(C1)F)=O